COC(C1CCN(CC1)C1=C(C=C(C=C1)B1OC(C(O1)(C)C)(C)C)F)OC 4-(dimethoxymethyl)-1-(2-fluoro-4-(4,4,5,5-tetramethyl-1,3,2-dioxaborolan-2-yl)phenyl)piperidine